(2S,3R,4R)-ethyl 1-acetyl-2-ethyl-3-methyl-4-((4-methylpyrimidin-2-yl)amino)-1,2,3,4-tetrahydroquinoline-6-carboxylate C(C)(=O)N1[C@H]([C@@H]([C@H](C2=CC(=CC=C12)C(=O)OCC)NC1=NC=CC(=N1)C)C)CC